[I-].CC1(CC[N+]2(CCCC2)CC1)C 8,8-dimethyl-5-azoniaspiro[4.5]decane iodide